4-((R)-9-Acryloyl-2-fluoro-12-oxo-7,7a,8,9,10,11-hexahydro-6H,12H-4,5,5a,9,11a-pentaazabenzo[5,6]cycloocta[1,2,3-cd]inden-3-yl)-2-amino-7-fluorobenzo[b]thiophene-3-carbonitrile C(C=C)(=O)N1C[C@@H]2N(C(C=3C=4N(N=NC4C(=C(C3)F)C3=CC=C(C=4SC(=C(C43)C#N)N)F)CC2)=O)CC1